rel-(2-(((tert-butoxycarbonyl)amino)methyl)-cyclopropyl)methyl 4-methylbenzenesulfonate CC1=CC=C(C=C1)S(=O)(=O)OCC1C(C1)CNC(=O)OC(C)(C)C